O1C(=CC=C1)C1=NN2C(N=C(N=C2N)NCCC=2C=C3C=CC=NC3=CC2)=N1 2-(furan-2-yl)-N5-(2-(quinolin-6-yl)ethyl)-[1,2,4]triazolo[1,5-a][1,3,5]triazine-5,7-diamine